C(C)(=O)N1C(CCC1=O)C(=O)NC1=C(C=C(C(=C1)OC1=CC(=CC=C1)C(F)(F)F)F)OC 1-acetyl-N-(4-fluoro-2-methoxy-5-(3-(trifluoromethyl)phenoxy)phenyl)-5-oxopyrrolidine-2-carboxamide